3-(2-(2-(isopropylamino)pyrimidin-5-yl)ethynyl)-4-methyl-N-(3-(4-methyl-1H-imidazol-1-yl)-5-(trifluoromethyl)phenyl)benzamide C(C)(C)NC1=NC=C(C=N1)C#CC=1C=C(C(=O)NC2=CC(=CC(=C2)C(F)(F)F)N2C=NC(=C2)C)C=CC1C